2-(2-hydroxy-2-methylpropionylamino)-5,5,7,7-tetramethyl-5,7-dihydro-4H-thieno[2,3-c]pyran-3-carboxamide OC(C(=O)NC1=C(C2=C(C(OC(C2)(C)C)(C)C)S1)C(=O)N)(C)C